pyrimidine-5-carbonitrile trifluoroacetate salt FC(C(=O)O)(F)F.N1=CN=CC(=C1)C#N